3-Chloro-2-(2-chloroethoxy)-5-(2-(4-((2-(4-(piperidin-4-yl)piperazin-1-yl)pyrimidine-4-yl)methoxy)phenyl)prop-2-yl)benzonitrile ClC=1C(=C(C#N)C=C(C1)C(C)(C)C1=CC=C(C=C1)OCC1=NC(=NC=C1)N1CCN(CC1)C1CCNCC1)OCCCl